14-chloro-4-fluoro-15-methoxy-17,17-dioxo-10,21-dioxa-17λ6-thia-18-azapentacyclo[17.6.1.112,16.02,7.020,24]heptacosa-1(26),2(7),3,5,12,14,16(27),19,24-nonaen-11-one ClC=1C=C2C(OCCC=3C=CC(=CC3C=3C=C4CCOC4=C(NS(C(C1OC)=C2)(=O)=O)C3)F)=O